4-octadecyne-dioic acid C(CCC#CCCCCCCCCCCCCC(=O)O)(=O)O